N-formyl-demethyl-nicotine tert-butyl-(2S,4S)-4-((7-bromo-2,6-dichloro-8-fluoro-3-formylquinolin-4-yl)amino)-2-(2-((tert-butyldimethylsilyl)oxy)ethyl)piperidine-1-carboxylate C(C)(C)(C)OC(=O)N1[C@@H](C[C@H](CC1)NC1=C(C(=NC2=C(C(=C(C=C12)Cl)Br)F)Cl)C=O)CCO[Si](C)(C)C(C)(C)C.C(=O)N1CC=CC(=C1)C1NCCC1